FCCCS(=O)(=O)NC1=CC=C(C=C1)C1=C2C(=NC(=C1)NC(=O)C1CC1)NC=C2 N-(4-(4-((3-fluoropropyl)sulfonamido)phenyl)-1H-pyrrolo[2,3-b]pyridin-6-yl)cyclopropylcarboxamide